C[C@@H]1[C@H](C2=CC(=CC=C2C1)C)NC1=NC(=NC(=N1)N)[C@@H](C)F |&1:19| N2-[(1R,2S)-2,3-dihydro-2,6-dimethyl-1H-inden-1-yl]-6-[(1RS)-1-fluoroethyl]-1,3,5-triazine-2,4-diamine